3-cyclopropyl-2-[4-methyl-2-oxo-3-(2,2,2-trifluoroethylamino)-1-pyridyl]propanamide C1(CC1)CC(C(=O)N)N1C(C(=C(C=C1)C)NCC(F)(F)F)=O